ClC=1C=C2C(=CN=C(C2=CN1)N1CC2(CCS2(=O)=O)C1)C(C)C 6-(6-chloro-4-isopropyl-2,7-naphthyridin-1-yl)-1-thia-6-azaspiro[3.3]Heptane 1,1-dioxide